4-chloro-7-(cyclohexylmethoxy)-1-isopropyl-1H-indole ClC1=C2C=CN(C2=C(C=C1)OCC1CCCCC1)C(C)C